2-((2-(pyridin-2-yl)-6,7-dihydro-5H-cyclopenta[d]pyrimidin-4-yl)amino)-N-(quinolin-7-yl)acetamide N1=C(C=CC=C1)C=1N=C(C2=C(N1)CCC2)NCC(=O)NC2=CC=C1C=CC=NC1=C2